arsophosphine [As](=O)(=O)P